4-(((6-chloropyridin-2-yl)amino)methyl)-3-methoxybenzonitrile ClC1=CC=CC(=N1)NCC1=C(C=C(C#N)C=C1)OC